COC(=O)C1=C(C=C(C=C1)C(=O)OC)NC 2-(methylamino)benzene-1,4-dicarboxylic acid 1,4-dimethyl ester